(S)-N-(1-((3-chloro-5-trifluoromethylpyridin-2-yl)oxy)propan-2-yl)-5-chloro-6-difluoromethylpyrimidin-4-amine ClC=1C(=NC=C(C1)C(F)(F)F)OC[C@H](C)NC1=NC=NC(=C1Cl)C(F)F